spiro-[2.2]Pentane C1CC12CC2